[N+](=O)([O-])C=1C=NN(C1)C1CNCC1 4-nitro-1-(pyrrolidin-3-yl)-1H-pyrazole